[N].C(C=C)(=O)N.[Na] sodium acrylamide nitrogen